((2R,3S,4R)-3,4,5-trihydroxy-3-methyltetrahydrofuran-2-yl) methylbenzoate CC1=C(C(=O)O[C@H]2OC([C@@H]([C@]2(C)O)O)O)C=CC=C1